4-fluoro-2-(4-(3-(8-fluoro-5-methyl-1-oxo-1,2-dihydroisoquinolin-3-yl)propanoyl)piperazin-1-yl)benzonitrile FC1=CC(=C(C#N)C=C1)N1CCN(CC1)C(CCC=1NC(C2=C(C=CC(=C2C1)C)F)=O)=O